C(CCC)OCC1=CC(=C(C(=C1)F)C#CC1=CC(=C(C(=C1)F)C(OC1=CC(=C(C#N)C(=C1)F)F)(F)F)F)F 4-((4-((4-(butoxymethyl)-2,6-difluorophenyl)ethynyl)-2,6-difluorophenyl)difluoromethoxy)-2,6-difluorobenzonitrile